O=C1C=C(NC(=C1)C(=O)O)C(=O)O 4-oxo-1,4-dihydropyridine-2,6-dicarboxylic acid